C(C)(C)(C)OC(=O)N1C[C@@H]2[C@H](C1)CC(C2)=O cis-5-oxo-hexahydrocyclopenta[c]pyrrole-2-carboxylic acid tert-butyl ester